FC1=C(C#N)C(=CC(=C1)CC(C)C)C=O 2-fluoro-6-formyl-4-isobutylbenzonitrile